1-acetamido-3,5-dimethyladamantane C(C)(=O)NC12CC3(CC(CC(C1)C3)(C2)C)C